3,3a-dihydroxy-7-(1-hydroxy-1-methylethyl)-6,6-dimethyl-2-(2-methylpropanoyl)-5a,6,7,8-tetrahydro-3aH,5H-cyclopenta[c]pentalene-1,4-dione OC1=C(C(C23C1(C(CC3C(C(C2)C(C)(C)O)(C)C)=O)O)=O)C(C(C)C)=O